NC1(CCOCC1)C(=O)N[C@@H](CC1=CC2=CN(C=C2C=C1)C(C1=CC=C(C=C1)F)=O)C#N (S)-4-Amino-N-(1-cyano-2-(2-(4-fluorobenzoyl)isoindol-5-yl)ethyl)tetrahydro-2H-pyran-4-formamide